2-[(1-ethylnonyl)oxy]ethanol C(C)C(CCCCCCCC)OCCO